1-(6-(4-methylpiperazin-1-yl)pyridin-3-yl)-8-(3,6-dihydro-2H-pyran-4-yl)benzo[4,5]imidazo[1,2-a]pyridine CN1CCN(CC1)C1=CC=C(C=N1)C1=CC=CC=2N1C1=C(N2)C=CC(=C1)C=1CCOCC1